tert-butyl 4-[5-methyl-1-[4-(trifluoromethoxy)phenyl]pyrazol-4-yl]-3,6-dihydro-2H-pyridine-1-carboxylate CC1=C(C=NN1C1=CC=C(C=C1)OC(F)(F)F)C=1CCN(CC1)C(=O)OC(C)(C)C